ON1CCOCC1 hydroxy-morpholine